1-(6-cyclopropylpyridin-3-yl)-N-[(2-methylpyridin-4-yl)methyl]piperidin-3-amine C1(CC1)C1=CC=C(C=N1)N1CC(CCC1)NCC1=CC(=NC=C1)C